acetamido-4,5-dihydroxy-6-(hydroxymethyl)oxan C(C)(=O)NC1OC(C(C(C1)O)O)CO